C(C)(C)(C)N(C(O)=O)CCSC1=C2CN(C(C2=CC=C1)=O)C1C(NC(CC1)=O)=O.C(C)(C)(C)OC(=O)NC(=NS(=O)(=O)F)NC(=O)OC(C)(C)C N,N'-Di-t-butoxycarbonyl-N''-(fluorosulfonyl)guanidine tert-butyl-(2-((2-(2,6-dioxopiperidin-3-yl)-1-oxoisoindolin-4-yl)thio)ethyl)carbamate